1,3-bis(oxiranylmethyl)-5-(2-propenyl)-1,3,5-triazine O1C(C1)CN1CN(CN(C1)CC=C)CC1OC1